N-allyl-N'-2-hydroxyethylthiourea C=CCNC(=S)NCCO